C(#N)C=1C=C(C=CC1)C1=NN2C(N=CC(=C2NC(C)C)C(=O)NC[C@H](C(C)(C)O)F)=C1 (R)-2-(3-cyanophenyl)-N-(2-fluoro-3-hydroxy-3-methylbutyl)-7-(isopropylamino)pyrazolo[1,5-a]pyrimidine-6-carboxamide